5-bromo-4-ethyl-2-(trifluoromethyl)pyrimidine BrC=1C(=NC(=NC1)C(F)(F)F)CC